C(C)(C)NC1=CC=NC2=CC=C(C=C12)C=1C=NNC1 4-(isopropylamino)-6-(1H-pyrazol-4-yl)quinoline